(2S)-3-amino-2-(2-{2,6-difluoro-4-[(3S)-3-fluoropyrrolidine-1-sulfonyl]phenyl}-4-methylquinoline-7-carboxamido)propanoic acid hydrochloride Cl.NC[C@@H](C(=O)O)NC(=O)C1=CC=C2C(=CC(=NC2=C1)C1=C(C=C(C=C1F)S(=O)(=O)N1C[C@H](CC1)F)F)C